C1(CC1)C1=C(C(=NO1)C1=C(C=NC=C1Cl)Cl)C=C1CC2(C1)CCN(CC2)C2=NC=1C(=CC=C(C1C=C2)C(=O)O)OC 2-(2-((5-cyclopropyl-3-(3,5-dichloropyridin-4-yl)isoxazol-4-yl)methylene)-7-azaspiro[3.5]non-7-yl)-8-methoxyquinoline-5-carboxylic acid